CSC=1N=NC(=CN1)C(F)(F)F 3-(Methylthio)-6-(trifluoromethyl)-1,2,4-triazine